ClC1=C(C(=O)[O-])C=CC(=N1)N1C=NC2=C1C=C(C(=C2)OC)OC 2-chloro-6-(5,6-dimethoxy-1H-benzo[d]imidazol-1-yl)nicotinate